7-((1H-pyrazol-4-yl)sulfonyl)-3-((2,3-dihydrofuro[3,2-b]pyridin-5-yl)methyl)pyrido[3,4-d]pyridazin-4(3H)-one N1N=CC(=C1)S(=O)(=O)C1=CC2=C(C(N(N=C2)CC2=CC=C3C(=N2)CCO3)=O)C=N1